4-(bromomethyl)-7-methoxy-quinoline BrCC1=CC=NC2=CC(=CC=C12)OC